C(C1=CC=CC=C1)OC(=O)N1C[C@H](C[C@H]1CNC)NC1=CC=CC(=N1)C1=CC(=CC2=C1N(C(=N2)C)CC(=O)O)F 2-[7-[6-[[(3S,5S)-1-benzyloxycarbonyl-5-(methylaminomethyl)pyrrolidin-3-yl]amino]-2-pyridyl]-5-fluoro-2-methyl-benzimidazol-1-yl]acetic acid